NC=1C=NC=C(N1)N1CCC(CC1)(C)N 3-amino-5-(4-amino-4-methylpiperidin-1-yl)pyrazine